(2S,4R)-N-((R)-1-(4-carbamimidoylthiophen-2-yl)ethyl)-4-phenoxy-1-((4-phenoxybutanoyl)glycyl)pyrrolidine-2-carboxamide C(N)(=N)C=1C=C(SC1)[C@@H](C)NC(=O)[C@H]1N(C[C@@H](C1)OC1=CC=CC=C1)C(CNC(CCCOC1=CC=CC=C1)=O)=O